4-(4-chloro-3-cyclobutoxy-phenoxy)-1H-1,2,3-triazole-5-carboxylic acid ClC1=C(C=C(OC=2N=NNC2C(=O)O)C=C1)OC1CCC1